C(C)(C)C1CCC2=CC=CC=C12 3-isopropyl-2,3-dihydro-1H-indene